C(C1=CC=CC=C1)OC=1C=C2C=CC(=CC2=C(C1N1S(NC(C1)=O)(=O)=O)F)OCCNC(CN1CCC(CC1)C=1C=2C3=C(C(N(C3=CC1)C1C(NC(CC1)=O)=O)=O)C=CC2)=O N-[2-[[6-benzyloxy-8-fluoro-7-(1,1,4-trioxo-1,2,5-thiadiazolidin-2-yl)-2-naphthyl]oxy]ethyl]-2-[4-[1-(2,6-dioxo-3-piperidyl)-2-oxo-benzo[cd]indol-6-yl]-1-piperidyl]acetamide